(S)-1-(4-amino-3-((2-methyl-2H-indazol-6-yl)ethynyl)-1-(pyrrolidin-3-yl)-1H-pyrazolo[4,3-c]pyridin-7-yl)ethanone hydrochloride Cl.NC1=NC=C(C2=C1C(=NN2[C@@H]2CNCC2)C#CC=2C=CC1=CN(N=C1C2)C)C(C)=O